2,4-bis(4-aminoanilino)-6-ethyl-1,3,5-triazine NC1=CC=C(NC2=NC(=NC(=N2)NC2=CC=C(C=C2)N)CC)C=C1